NC=1C(=NN(C1C(=O)OCC)C1=CC=C(C=C1)CNC(C1=C(C=CC(=C1)F)OC)=O)Br ethyl 4-amino-3-bromo-1-(4-((5-fluoro-2-methoxybenzamido)methyl)phenyl)-1H-pyrazole-5-carboxylate